CC1(CC2CNC1C2)O 6-methyl-2-azabicyclo[2.2.1]heptan-6-ol